COC1=CC=C(CNC=2C=3N(C4=CC=C(C=C4N2)C2=CC=NN2C2OCCCC2)C=C(C3)CNCCN3CCOCC3)C=C1 N-(4-methoxybenzyl)-2-(((morpholinoethyl)amino)methyl)-7-(1-(tetrahydro-2H-pyran-2-yl)-1H-pyrazol-5-yl)pyrrolo[1,2-a]quinoxalin-4-amine